trimethyl(3-methacryloylaminopropyl)ammonium chloride [Cl-].C[N+](CCCNC(C(=C)C)=O)(C)C